(R)-N-methyltetrahydrofuran-3-amine CN[C@H]1COCC1